C(C=C)(=O)OCCCOC1=CC=C(C(=O)OC2=C(C=C(C=C2)OC(C2=CC=C(C=C2)OCCCOC(C=C)=O)=O)C)C=C1 1,4-bis[4-(3-acryloxypropoxy)-benzoyloxy]-2-methyl-benzene